4-(2,6-difluoro-4-(1-methyl-1H-pyrazol-4-yl)phenyl)-1-(1-((2-(trimethylsilyl)ethoxy)methyl)-1H-benzo[d]imidazol-5-yl)azetidin-2-one FC1=C(C(=CC(=C1)C=1C=NN(C1)C)F)C1CC(N1C1=CC2=C(N(C=N2)COCC[Si](C)(C)C)C=C1)=O